C12CN(CC(CC1)O2)CCC=2C=C(C(=C(C#N)C2)N)C 5-(2-(8-oxa-3-azabicyclo[3.2.1]oct-3-yl)ethyl)-2-amino-3-methylbenzonitrile